(R/S)-1-(Tetrahydrofuran-2-ylmethyl)-6-[3-(trifluoromethyl)phenyl]-3H-imidazo[4,5-b]pyridin-2-on O1[C@H](CCC1)CN1C(NC2=NC=C(C=C21)C2=CC(=CC=C2)C(F)(F)F)=O |r|